OCCN(C([C@H](C12CC3(C[C@H](C[C@@H](C1)C3)C2)O)NC(OC(C)(C)C)=O)=O)CCO tert-butyl ((S)-2-(bis(2-hydroxyethyl)amino)-((1r,3R,5R,7S)-3-hydroxyadamantan-1-yl)-2-oxoethyl)carbamate